4,5-difluoro-2-nitrobenzamide FC1=CC(=C(C(=O)N)C=C1F)[N+](=O)[O-]